C1(CC1)C#C[C@@]1(NC(NC2=CC(=C(C=C12)F)CN1NC(C2=C1CCC2)=O)=O)C(C)(F)F (S)-4-(cyclopropylethynyl)-4-(1,1-difluoroethyl)-6-fluoro-7-((3-oxo-3,4,5,6-tetrahydrocyclopenta[c]pyrazol-1(2H)-yl)methyl)-3,4-dihydroquinazolin-2(1H)-one